Orthophosphate P(=O)([O-])([O-])[O-]